ClC1=CC(=NC=C1)[C@@H]([C@@H](C1=NC=CC=C1)N1C(C2=CC(=CC=C2C1)C=1OC(=NN1)C(F)F)=O)O |o1:7,8| 2-[(1R*,2R*)-2-(4-chloropyridin-2-yl)-2-hydroxy-1-(pyridin-2-yl)ethyl]-6-[5-(difluoromethyl)-1,3,4-oxadiazol-2-yl]-2,3-dihydro-1H-isoindol-1-one